FC1=C(C=CC(=C1)F)C1=CC(=C(C=C1)OC)NC1=NC=NC2=CC(=C(C=C12)NC(\C=C\COC)=O)OC (E)-N-(4-((2',4'-difluoro-4-methoxy-[1,1'-biphenyl]-3-yl)amino)-7-methoxyquinazoline-6-yl)-4-Methoxybut-2-enamide